2-Fluoro-M-((7-fluoroquinolin-6-yl)methyl)-M-(imidazo[1,2-a]pyridin-8-ylmethyl)cyclohexane-1,4-diamine FC1C(CCC(C1(CC=1C=2N(C=CC1)C=CN2)CC=2C=C1C=CC=NC1=CC2F)N)N